O=C1NC(CCC1C1=CC=C(C=C1)N1CCC(CC1)N(C(OC(C)(C)C)=O)C)=O tert-butyl N-[1-[4-(2,6-dioxo-3-piperidyl)phenyl]-4-piperidyl]-N-methyl-carbamate